ornithinate N[C@@H](CCCN)C(=O)[O-]